CN(C(/C=C/CC[C@@H](C(=O)NC=1C(N(C=CC1)CC=1OC2=C(N1)C=CC=C2CC(C)C)=O)NC(OC)=O)=O)C (S,E)-methyl (7-(dimethylamino)-1-((1-((7-isobutylbenzo[d]oxazol-2-yl)methyl)-2-oxo-1,2-dihydropyridin-3-yl)amino)-1,7-dioxohept-5-en-2-yl)carbamate